2,2-dimethyl-1,3-dioxane-4,6-dimethanol CC1(OC(CC(O1)CO)CO)C